ClC1=C(C=C(C=C1)OCCCO)C1=CC(=NC=C1)N1CCC(CC1)C(=O)N1N=CCC1C1=CC(=CC(=C1)F)F (1-(4-(2-chloro-5-(3-hydroxypropoxy)phenyl)pyridin-2-yl)piperidin-4-yl)(5-(3,5-difluorophenyl)-4,5-dihydro-1H-pyrazol-1-yl)methanone